ClC=1C=C2C(=NC(=NC2=C(C1C1=C2C=NNC2=CC=C1C)F)N1CC2(C1)COCC2)N2CCN(CC2)C(C=C)=O 1-(4-(6-chloro-8-fluoro-7-(5-methyl-1H-indazol-4-yl)-2-(6-oxa-2-azaspiro[3.4]octan-2-yl)quinazolin-4-yl)piperazin-1-yl)prop-2-en-1-one